NC1(CC1)C1=CC=C(C=C1)C=1N=C2SC3=C(N2C1)C=CC(=C3)C(=O)NCCCN3CCCCC3 2-(4-(1-Aminocyclopropyl)phenyl)-N-(3-(piperidin-1-yl)propyl)benzo[d]imidazo[2,1-b]thiazole-7-carboxamide